4-[5-(4-Chlorophenyl)-1-[2-(trifluoromethyl)phenyl]pyrrol-2-yl]-N-[2-(dimethylamino)ethyl]benzamid ClC1=CC=C(C=C1)C1=CC=C(N1C1=C(C=CC=C1)C(F)(F)F)C1=CC=C(C(=O)NCCN(C)C)C=C1